(S)-(4-bromo-3-fluorophenyl)(phenyl)methylammonium chloride [Cl-].BrC1=C(C=C(C=C1)[NH2+]CC1=CC=CC=C1)F